CC(=O)CC(=O)SCCNC(=O)CCNC(=O)[C@@H](C(C)(C)COP(=O)(O)OP(=O)(O)OC[C@@H]1[C@H]([C@H]([C@@H](O1)N2C=NC3=C(N=CN=C32)N)O)OP(=O)(O)O)O 3-Acetoacetyl-CoA